benzo[d]isoxazol-3-yl(4-(2-(trifluoromethyl)phenyl)piperidin-1-yl)methanone O1N=C(C2=C1C=CC=C2)C(=O)N2CCC(CC2)C2=C(C=CC=C2)C(F)(F)F